6-(difluoromethyl)-2-((4-fluoro-2-isopropylphenyl)amino)-N-(6-methoxy-2-methylpyridin-3-yl)nicotinamide FC(C1=NC(=C(C(=O)NC=2C(=NC(=CC2)OC)C)C=C1)NC1=C(C=C(C=C1)F)C(C)C)F